C(C)(C)(C)O[C@@H]([C@@H](C(=O)NO)NC(C1=CC=C(C=C1)C#CC1=CC=C(C=C1)CNCC(F)(F)F)=O)C N-((2S,3R)-3-(tert-butoxy)-1-(hydroxyamino)-1-oxobutan-2-yl)-4-((4-(((2,2,2-trifluoroethyl)amino)methyl)phenyl)ethynyl)benzamide